C(C)(C)(C)OC(=O)N1C[C@@H](N(CC1)C1=NC(=NC2=C(C(=C(C=C12)Cl)Br)F)Cl)C.C(C=C)(=O)OCCC[Si](OCC)(OCC)C acryloxypropylmethyl-diethoxysilane tert-butyl-(3S)-4-(7-bromo-2,6-dichloro-8-fluoro-quinazolin-4-yl)-3-methyl-piperazine-1-carboxylate